1-(5-(4-AMINO-7-(PIPERIDIN-4-YL)-7H-PYRROLO[2,3-D]PYRIMIDIN-5-YL)IMIDAZO[1,2-A]PYRIDIN-8-YL)-3-(4-((4-METHYLPIPERAZIN-1-YL)METHYL)-3-(TRIFLUOROMETHYL)PHENYL)UREA NC=1C2=C(N=CN1)N(C=C2C2=CC=C(C=1N2C=CN1)NC(=O)NC1=CC(=C(C=C1)CN1CCN(CC1)C)C(F)(F)F)C1CCNCC1